COC=1C=C(C=CC1NC1=NC=C(C(=N1)NC1=C(C=CC=C1C(NC)=O)C)C(F)(F)F)N1CCN(CC1)C1C2CC3(CC(CC1C3)C2)NC(OCC2C3=CC=CC=C3C=3C=CC=CC23)=O (9H-fluoren-9-yl)methyl (4-(4-(3-methoxy-4-((4-((2-methyl-6-(methylcarbamoyl)phenyl)amino)-5-(trifluoromethyl)pyrimidin-2-yl)amino)phenyl)piperazin-1-yl)adamantan-1-yl)carbamate